(2RS,3RS)-(-)-bis(diphenylphosphino)butane C1(=CC=CC=C1)P(C1=CC=CC=C1)[C@@H]([C@@H](C)P(C1=CC=CC=C1)C1=CC=CC=C1)C |r|